6-(5-methyl-2-pyridyl)-N-[1-(5-methyl-1,3,4-thiadiazol-2-yl)ethyl]-8-tetrahydropyran-4-yloxy-quinazolin-4-amine CC=1C=CC(=NC1)C=1C=C2C(=NC=NC2=C(C1)OC1CCOCC1)NC(C)C=1SC(=NN1)C